C12COCC(CC1)N2C2=C(C=C1C(=N2)COC1)C(=O)OC methyl 2-(3-oxa-8-azabicyclo[3.2.1]oct-8-yl)-5,7-dihydrofuro[3,4-b]pyridine-3-carboxylate